Cl(=O)(=O)(=O)[O-].[Cr+3].C(C)N(OC1=CCNCN1)CC.Cl(=O)(=O)(=O)[O-].Cl(=O)(=O)(=O)[O-] 6-(diethylamino)-1,2,3,4-tetrahydrooxypyrimidine chromium perchlorate